(S)-6-((4-((2-hydroxy-1-phenylethyl)amino)-5-(3-(2-hydroxypropan-2-yl)-1,2,4-oxadiazol-5-yl)pyridin-2-yl)amino)-1-isopropyl-2-methyl-1,2-dihydro-3H-pyrazolo[3,4-b]pyridin-3-one OC[C@H](C1=CC=CC=C1)NC1=CC(=NC=C1C1=NC(=NO1)C(C)(C)O)NC1=CC=C2C(=N1)N(N(C2=O)C)C(C)C